C(CCC)C=1N(C(=C(N1)Cl)C(=O)O)CC1=CC=C(C=C1)C1=CC(=CC=C1C1=NOC(N1)=O)C1=CC=CC=C1 2-butyl-4-chloro-1-((6'-(5-oxo-4,5-dihydro-1,2,4-oxadiazol-3-yl)-[1,1':3',1''-terphenyl]-4-yl)methyl)-1H-imidazole-5-carboxylic acid